3-(1-(2-Methoxyethyl)-1H-imidazol-3-ium-3-yl)butane-1-sulfonate COCCN1C=[N+](C=C1)C(CCS(=O)(=O)[O-])C